CCCCCCCCCCCCCCCCC(=O)O[C@H](COC(=O)CCCCCCCCCCC/C=C\C/C=C\CCCCC)COP(=O)(O)OC[C@@H](C(=O)O)N 1-(13Z,16Z-docosadienoyl)-2-heptadecanoyl-glycero-3-phosphoserine